NCC1=NNC(C2=CC=C(C=C12)C=1C=NN(C1OCC1=C(C#N)C=CC=C1Cl)C)=O 2-(((4-(4-(aminomethyl)-1-oxo-1,2-dihydrophthalazin-6-yl)-1-methyl-1H-pyrazol-5-yl)oxy)methyl)-3-chlorobenzonitrile